4-{1-sec-butyl-7-[((R)-cyclopropyl-quinolin-3-yl-methyl)-amino]-1H-pyrazolo[4,3-d]pyrimidin-5-yl}-piperazine-1-carboxylic acid tert-butyl ester C(C)(C)(C)OC(=O)N1CCN(CC1)C=1N=C(C2=C(N1)C=NN2C(C)CC)N[C@@H](C=2C=NC1=CC=CC=C1C2)C2CC2